(R)-2,2,5,5-Tetramethyl-[1,3]dioxane-4-carboxylic acid [(S)-2-(3-fluoro-benzoylamino)-propyl]amide FC=1C=C(C(=O)N[C@H](CNC(=O)[C@@H]2OC(OCC2(C)C)(C)C)C)C=CC1